(1R,5S,6r)-6-[hydroxy(4-methyl-1,3-thiazol-2-yl)methyl]-3-azabicyclo[3.1.0]Hexane OC(C1[C@H]2CNC[C@@H]12)C=1SC=C(N1)C